BrC1=C(C=C(C=C1)I)OC 1-Bromo-4-iodo-2-methoxybenzene